1-Ethynyl-4-(trifluoromethyl)benzene C(#C)C1=CC=C(C=C1)C(F)(F)F